7-Bromo-3-cyclopropylquinoline 1-oxide BrC1=CC=C2C=C(C=[N+](C2=C1)[O-])C1CC1